Racemic-4'-cyclopropyl-6'-methoxy-5-methyl-4-(1-(4-(1-methyl-4-(trifluoromethyl)-1H-imidazol-2-yl)phenyl)ethoxy)-2,5'-bipyrimidine C1(CC1)C1=NC=NC(=C1C1=NC=C(C(=N1)O[C@H](C)C1=CC=C(C=C1)C=1N(C=C(N1)C(F)(F)F)C)C)OC |r|